8,8'-((4-hydroxy-4-methylcyclohexyl)-azanediyl)bis(N,N-didecyloctanamide) OC1(CCC(CC1)N(CCCCCCCC(=O)N(CCCCCCCCCC)CCCCCCCCCC)CCCCCCCC(=O)N(CCCCCCCCCC)CCCCCCCCCC)C